C(C)OC=O formic acid-ethyl ester